adenosine monophosphate diSodium [Na+].[Na+].P(=O)([O-])([O-])OC[C@@H]1[C@H]([C@H]([C@@H](O1)N1C=NC=2C(N)=NC=NC12)O)O